FC(C=1C=C(C=CC1)C1=C(C(=O)N)C=CC=C1)(F)F (3-(trifluoromethyl)phenyl)benzamide